1-(4-(6-isopropyl-5-(8-methyl-[1,2,4]triazolo[1,5-a]pyridin-6-yl)-4H-pyrrolo[3,2-d]thiazol-2-yl)-3-methylpiperazin-1-yl)-2-methylpropan-2-ol C(C)(C)C1=C(NC2=C1N=C(S2)N2C(CN(CC2)CC(C)(O)C)C)C=2C=C(C=1N(C2)N=CN1)C